FC(C1=NN2C(N=C(C=C2NC[C@@H](C2=CC=C(C=C2)F)N2CC3(C2)CCC(CC3)O)C(F)(F)F)=C1)(F)F (R)-2-(2-((2,5-bis(trifluoromethyl)pyrazolo[1,5-a]pyrimidin-7-yl)amino)-1-(4-fluorophenyl)ethyl)-2-azaspiro[3.5]nonan-7-ol